N-(4-(4-amino-3-(4-((5-chloro-4-methylpyrimidin-2-yl)oxy)-3-fluorophenyl)-7-cyano-1-methyl-1H-pyrrolo[3,2-c]pyridin-2-yl)-3-methylphenyl)acrylamide NC1=NC=C(C2=C1C(=C(N2C)C2=C(C=C(C=C2)NC(C=C)=O)C)C2=CC(=C(C=C2)OC2=NC=C(C(=N2)C)Cl)F)C#N